(R)-6-(2-(dimethylamino)-4-methoxypyrazolo[1,5-a]pyridin-6-yl)-2-methyl-N-(1-(m-tolyl)ethyl)quinazolin-4-amine formate salt C(=O)O.CN(C1=NN2C(C(=CC(=C2)C=2C=C3C(=NC(=NC3=CC2)C)N[C@H](C)C=2C=C(C=CC2)C)OC)=C1)C